3-(4,5-Dimethylthiazol-2-yl)-2,5-diphenyl-tetrazolium bromide [Br-].CC=1N=C(SC1C)N1N([NH2+]C(=N1)C1=CC=CC=C1)C1=CC=CC=C1